C1(CC1)NC(C1=C(C=C(C(=C1)C=1C=NC(=C(C1)C=1C=NN(C1)C)NCCOC)C)F)=O N-cyclopropyl-2-fluoro-5-(6-((2-methoxyethyl)amino)-5-(1-methyl-1H-pyrazol-4-yl)pyridin-3-yl)-4-methylbenzamide